2-(4,4-Difluoropiperidin-1-yl)-3-nitropyridine FC1(CCN(CC1)C1=NC=CC=C1[N+](=O)[O-])F